C(C)OC(=O)C=1C(=NN(C1)C1CCC2(C(CCC2=O)=O)CC1)OCCCSC 1-{1,4-Dioxospiro[4.5]dec-8-yl}-3-[3-(methylthio)propoxy]-1H-pyrazole-4-carboxylic acid ethyl ester